[(2R,3S,5R)-5-(2-amino-6-methoxy-purin-9-yl)-2-ethyl-3-(4-methylbenzoyl)oxy-tetrahydrofuran-2-yl]methyl 4-methylbenzoate CC1=CC=C(C(=O)OC[C@]2(O[C@H](C[C@@H]2OC(C2=CC=C(C=C2)C)=O)N2C3=NC(=NC(=C3N=C2)OC)N)CC)C=C1